5-(2-methylhexadecan-2-yl)-1,2,3-oxadiazol-4(5H)-one CC(C)(CCCCCCCCCCCCCC)C1C(N=NO1)=O